C(#N)C(C)(C)C=1C=C(C(=O)NC(C)C2=NC=CN=C2N2N=CC=N2)C=C(C1)C(F)(F)F 3-(1-cyano-1-methyl-ethyl)-N-[1-[3-(triazol-2-yl)pyrazin-2-yl]ethyl]-5-(trifluoromethyl)benzamide